(4-(acryloyloxy)phenyl)dimethyl-sulfonium triflate [O-]S(=O)(=O)C(F)(F)F.C(C=C)(=O)OC1=CC=C(C=C1)[S+](C)C